ICCCCCCCNC(OC(C)(C)C)=O tert-butyl (7-iodoheptyl)carbamate